ClC1=NSC(=N1)N1C=C(C(C2=CC(=C(N=C12)N1CC(C1)C(NCCOCC)=O)F)=O)C(=O)O 1-(3-chloro-1,2,4-thiadiazol-5-yl)-7-{3-[(2-ethoxyethyl)carbamoyl]azetidin-1-yl}-6-fluoro-4-oxo-1,4-dihydro-1,8-naphthyridine-3-carboxylic acid